5-Hydroxy-2-Hydroxymethyl-4-Pyrone OC=1C(C=C(OC1)CO)=O